3',5,5'-tris(2-oxo-2-((2-(4-(((2R,3R,4R,5S,6S)-3,4,5-triacetoxy-6-methyltetrahydro-2H-pyran-2-yl)oxy)butanamido)ethyl)amino)ethoxy)-[1,1'-biphenyl]-3-carboxylic acid O=C(COC=1C=C(C=C(C1)OCC(=O)NCCNC(CCCO[C@@H]1O[C@H]([C@@H]([C@H]([C@H]1OC(C)=O)OC(C)=O)OC(C)=O)C)=O)C1=CC(=CC(=C1)OCC(=O)NCCNC(CCCO[C@@H]1O[C@H]([C@@H]([C@H]([C@H]1OC(C)=O)OC(C)=O)OC(C)=O)C)=O)C(=O)O)NCCNC(CCCO[C@@H]1O[C@H]([C@@H]([C@H]([C@H]1OC(C)=O)OC(C)=O)OC(C)=O)C)=O